(S)-1'-(5-((2-amino-3-chloropyridin-4-yl)thio)pyrazin-2-yl)-4,6-dihydro-spiro[cyclopenta[d]thiazole-5,4'-piperidin]-4-amine NC1=NC=CC(=C1Cl)SC=1N=CC(=NC1)N1CCC2(CC1)CC1=C(N=CS1)[C@H]2N